6-((1-(3-(difluoromethyl)-2-fluorophenyl)ethyl)amino)-8-methyltetrazolo[1',5':1,6]pyrido[2,3-d]pyrimidine-4-carboxylic acid FC(C=1C(=C(C=CC1)C(C)NC1=C2C(=NC(=N1)C)N1C(C(=C2)C(=O)O)=NN=N1)F)F